(2R,3S)-2-(3-(5-chloro-7-(1-methyl-1H-pyrazol-4-yl)-1H-benzo[d]imidazol-1-yl)propyl)piperidin-3-ol dihydrochloride Cl.Cl.ClC1=CC2=C(N(C=N2)CCC[C@H]2NCCC[C@@H]2O)C(=C1)C=1C=NN(C1)C